methyl (1R,3S)-1-(3-bromo-4-fluorobenzyl)-3-(ethylsulfonamido)cyclopentane-1-carboxylate BrC=1C=C(C[C@]2(C[C@H](CC2)NS(=O)(=O)CC)C(=O)OC)C=CC1F